C(#N)C=1C2=C(N(N=C2C=C(C1)C=1C=NN(C1)CC=1OC=CN1)C)C1=CC(=C(C(=O)NCC2(CC2)F)C(=C1)OC)OC(F)F 4-[4-cyano-2-methyl-6-[1-(1,3-oxazol-2-ylmethyl)pyrazol-4-yl]indazol-3-yl]-2-(difluoromethoxy)-N-[(1-fluorocyclopropyl)methyl]-6-methoxybenzamide